FC1=C(C(=O)N(C2=NC=CC3=CC=CC(=C23)C)[C@H]2CN(CCC2)C(=O)OC(C)(C)C)C=CC(=C1)C1=NC=CN=C1 tert-butyl (R)-3-(2-fluoro-N-(8-methylisoquinolin-1-yl)-4-(pyrazin-2-yl)benzamido)piperidine-1-carboxylate